racemic-(±)-2-(1,5,5-trimethyl-2-cyclopentenyl)ethyl acetate C(C)(=O)OCC[C@@]1(C=CCC1(C)C)C |r|